C(C)(=O)O[Si](OCC)(OCC)OC(C)=O Diacetyloxydiethoxysilan